methyl 2-[5-chloro-2-(4-morpholin-4-ylphenylamino)-pyrimidin-4-ylamino]-thiophene-3-carboxylate ClC=1C(=NC(=NC1)NC1=CC=C(C=C1)N1CCOCC1)NC=1SC=CC1C(=O)OC